N1=CN=[13C]([13CH]=[13C]1O)O Pyrimidine-4,6-diol-4,5,6-13C3